C(C)(C)(C)C1=NC(=NO1)C(=O)NCC1=C(C=C(C=C1)C1=NC=NN2C1=CC(=C2)N2C[C@H](N(CC2)C)C)C (R)-5-(tert-butyl)-N-(4-(6-(3,4-dimethylpiperazin-1-yl)pyrrolo[2,1-f][1,2,4]triazin-4-yl)-2-methylbenzyl)-1,2,4-oxadiazole-3-carboxamide